(1R,2R)-N-[7-fluoro-6-[4-[(3S,4S)-4-hydroxy-3-methyl-tetrahydrofuran-3-yl]piperazin-1-yl]-3-isoquinolinyl]-2-(2-pyridinyl)cyclopropanecarboxamide FC1=C(C=C2C=C(N=CC2=C1)NC(=O)[C@H]1[C@@H](C1)C1=NC=CC=C1)N1CCN(CC1)[C@]1(COC[C@H]1O)C